C1(=CC=CC=C1)C1=NC(=CC(=N1)C=1C=C(C=C(C1)N1C2=CC=CC=C2C=2C=C(C=CC12)C=1C=CC=2N(C3=CC=CC=C3C2C1)C1=CC=CC=C1)N1C2=CC=CC=C2C=2C=C(C=CC12)C=1C=CC=2N(C3=CC=CC=C3C2C1)C1=CC=CC=C1)C1=CC=CC=C1 9',9'''-(5-(2,6-diphenylpyrimidin-4-yl)-1,3-phenylene)bis(9-phenyl-9H,9'H-3,3'-bicarbazole)